3,4-dihydroxyphenylacetamide OC=1C=C(C=CC1O)CC(=O)N